4,5-dicyanoimidazolate C(#N)C=1N=C[N-]C1C#N